dibutyl-(1-ethoxyvinyl)propylstannane C(CCC)[SnH](CCCC(=C)OCC)CCCC